3-(4-hydroxybutyl)-6-methylisobenzofuran-1(3H)-one OCCCCC1OC(C2=CC(=CC=C12)C)=O